tert-butyl ((1S,3R)-3-((1-methyl-1H-pyrazolo[4,3-c]pyridin-4-yl)amino)cyclohexyl)carbamate CN1N=CC=2C(=NC=CC21)N[C@H]2C[C@H](CCC2)NC(OC(C)(C)C)=O